C(CCC(=O)OCCCCCCCC\C=C/C[C@@H](CCCCCC)OC(CCCCCCC\C=C/CCCCCCCC)=O)(=O)OCC=O 2-oxoethyl ((R,Z)-12-(oleoyloxy)octadec-9-en-1-yl) succinate